CO[Si](CCC)(OC)OC 3-(trimethoxysilyl)propane